(±)-tert-butyl 4-[5-[2-[3-[2-[2-[2-[2-[2-(benzyloxycarbonylamino)ethoxy]ethoxy] ethoxy]ethoxy]ethoxy]-4,5-dimethoxy-anilino]pyrimidin-4-yl]-2-pyridyl]-2-ethyl-piperazine-1-carboxylate C(C1=CC=CC=C1)OC(=O)NCCOCCOCCOCCOCCOC=1C=C(NC2=NC=CC(=N2)C=2C=CC(=NC2)N2C[C@H](N(CC2)C(=O)OC(C)(C)C)CC)C=C(C1OC)OC |r|